O-(1H-benzotriazol-1-yl)-1,1,3,3-tetramethyl-uronium tetrahydroborate [BH4-].N1(N=NC2=C1C=CC=C2)OC(=[N+](C)C)N(C)C